Cl.Cl.BrC1=C(C(=O)N2CCN(CC2)C(=O)[C@H]2NC[C@@H](C2)O)C(=CC(=C1)NC=1C=2N(C=CN1)C(=CN2)C2=C(C(=C(C=C2)OC)F)F)F (4-(2-bromo-4-((3-(2,3-difluoro-4-methoxyphenyl)imidazo[1,2-a]pyrazin-8-yl)amino)-6-fluorobenzoyl)piperazin-1-yl)((2S,4R)-4-hydroxypyrrolidin-2-yl)methanone dihydrochloride